C(C)(C)(C)C1=CC(=C(C(=C1)C)B1OC(C(O1)(C)C)(C)C)F 2-(4-tert-butyl-2-fluoro-6-methyl-phenyl)-4,4,5,5-tetramethyl-1,3,2-dioxaborolane